2-chloro-7-methyl-9-(4-(1-methyl-4-(trifluoromethyl)-1H-imidazol-2-yl)benzyl)-7,9-dihydro-8H-purin-8-one ClC1=NC=C2N(C(N(C2=N1)CC1=CC=C(C=C1)C=1N(C=C(N1)C(F)(F)F)C)=O)C